4-phenylcarbamoyl-butyric acid C1(=CC=CC=C1)NC(=O)CCCC(=O)O